N-(2-cyanophenyl)pyridineamide C(#N)C1=C(C=CC=C1)NC(=O)C1=NC=CC=C1